C1(CC1)C1=C(C(=NC(=C1C#N)N1CCC(CC1)CN1CCN(CC1)C)S)C#N 4-cyclopropyl-2-mercapto-6-(4-((4-methylpiperazin-1-yl)methyl)piperidin-1-yl)pyridine-3,5-dicarbonitrile